CC1=C(C=O)C=C(C=C1)C 2,5-dimethyl-benzaldehyde